3-(2-(difluoromethoxy)-5-hydrazinylphenyl)-5-methyl-1,2,4-oxadiazole FC(OC1=C(C=C(C=C1)NN)C1=NOC(=N1)C)F